5-chloro-N-(3,5-dimethyltricyclo[3.3.1.13,7]dec-1-yl)thiophene-2-sulfonamide ClC1=CC=C(S1)S(=O)(=O)NC12CC3(CC(CC(C1)C3)(C2)C)C